(R)-2-(trifluoromethyl)oxirane tert-butyl-4-(4-((3-methyl-4-((6-methylpyridin-3-yl)oxy)phenyl)amino)pyrido[3,2-d]pyrimidin-6-yl)piperazine-1-carboxylate C(C)(C)(C)OC(=O)N1CCN(CC1)C=1C=CC=2N=CN=C(C2N1)NC1=CC(=C(C=C1)OC=1C=NC(=CC1)C)C.FC([C@@H]1OC1)(F)F